C(C1=CC=CC=C1)OC1=C(C(=O)N2CC3=CC=CC(=C3C2)OCC2CN(C2)C(=O)OC(C)(C)C)C(=CC(=C1)O)O t-butyl 3-(((2-(2-(benzyloxy)-4,6-dihydroxybenzoyl)isoindolin-4-yl)oxy)methyl)azetidine-1-carboxylate